S-(1-methylpiperidin-3-yl) thioacetate C(C)(=O)SC1CN(CCC1)C